2,2'-biphenylanilide C=1(C(=CC=CC1)C1=CC=CC=C1)C(=O)NC1=CC=CC=C1